Methyl 3-isopropyl-[1,2,4]triazolo[4,3-b]pyridazine-6-carboxylate C(C)(C)C1=NN=C2N1N=C(C=C2)C(=O)OC